FC(C=1C(=NC(=NC1)N)OC=1C=CC=C2C=CC=NC12)(F)F 5-(trifluoromethyl)-4-(quinolin-8-yloxy)pyrimidin-2-amine